C(CCCCCCCCCCCCCCC)C1=C(C(C)(C)Cl)C=CC=C1 cetyldimethylbenzyl chloride